(E)-N-tert-butyl-3-(5-((3,5-difluorobenzyl)amino)-1H-indazol-3-yl)acrylamide C(C)(C)(C)NC(\C=C\C1=NNC2=CC=C(C=C12)NCC1=CC(=CC(=C1)F)F)=O